5-(3-(Difluoromethoxy)phenyl)-2-methyl-N-(3-(2-(4-methylpiperazin-1-yl)propyl)-1,2,4-thiadiazol-5-yl)thiophene-3-carboxamide FC(OC=1C=C(C=CC1)C1=CC(=C(S1)C)C(=O)NC1=NC(=NS1)CC(C)N1CCN(CC1)C)F